COC(=O)C=1C=C2C(=NC1F)N(C=C2)C 6-fluoro-1-methyl-pyrrolo[2,3-b]pyridine-5-carboxylic acid methyl ester